O=C1N(C(C2=CC=CC=C12)=O)C1=NC=CC(=C1OC)C 2-(1,3-dioxoisoindolin-2-yl)-3-methoxy-4-methylpyridine